N-(2-hydroxyethyl)-2-isopropyloxazolidine OCCN1C(OCC1)C(C)C